methyl (1-cyanocyclopropyl)glycinate C(#N)C1(CC1)NCC(=O)OC